C(#N)C1=C2C[C@H](CNC2=CC=C1)[C@@H](C1=CC=CC=C1)NC[C@H](C)C1=C(C=C(C=C1)CC(=O)O)OC |&1:21| 2-(4-((R and S)-1-(((S)-((R)-5-cyano-1,2,3,4-tetrahydroquinolin-3-yl)(phenyl)methyl)amino)propan-2-yl)-3-methoxyphenyl)acetic acid